N-(6-amino-5-methyl-3-pyridyl)-2-[(2S,5R)-2-(2-methoxy-4-pyridyl)-5-methyl-1-piperidyl]-2-oxo-acetamide NC1=C(C=C(C=N1)NC(C(=O)N1[C@@H](CC[C@H](C1)C)C1=CC(=NC=C1)OC)=O)C